C(C=C)(=O)OC(CCCC)(OC(C=C)=O)OCCC propoxyl-pentanediol diacrylate